FC1=CC2=C(N(C3=C(NC2=O)C=CC=C3)\C=C/F)C=C1 2-fluoro-5-[(Z)-2-fluoroethenyl]-5,10-dihydro-11H-dibenzo[b,e][1,4]diazepin-11-one